allyl 2-amino-6-chloro-pyrazolo[1,5-a]pyrimidine-3-carboxylate NC1=NN2C(N=CC(=C2)Cl)=C1C(=O)OCC=C